N1N=C(C=C1)CCN 2-(1H-pyrazol-3-yl)ethylamine